FC(C1=NN=C(O1)C1=CC=C(CN(S(=O)(=O)CCN2CCOCC2)C2=CC=CC=C2)C=C1)F N-(4-(5-(difluoromethyl)-1,3,4-oxadiazol-2-yl)benzyl)-2-morpholino-N-phenylethanesulfonamide